C(C)(C)(C)C1=NN2C(N(C3=C(C2=O)CN(C3=O)CCO)CC(=O)NC3=NC=C(C=C3)F)=C1 2-[2-tert-butyl-6-(2-hydroxyethyl)-5,8-dioxo-5,6,7,8-tetrahydro-4H-pyrazolo[1,5-a]pyrrolo[3,4-d]pyrimidin-4-yl]-N-(5-fluoropyridin-2-yl)acetamide